1-Cyano-N-[3-({2-cyclopropyl-4-[(pyridin-2-yl)methoxy]phenyl}amino)-2-methylphenyl]cyclopropane-1-carboxamide C(#N)C1(CC1)C(=O)NC1=C(C(=CC=C1)NC1=C(C=C(C=C1)OCC1=NC=CC=C1)C1CC1)C